C(C1=CC=CC=C1)O[C@@H]1[C@H](N(C[C@@H]([C@H]1OCC1=CC=CC=C1)OCC1=CC=CC=C1)CCC1=CC=C(C=C1)OC1=CC=CC=C1)CBr (2S,3R,4R,5S)-3,4,5-tris(benzyloxy)-2-(bromomethyl)-1-(4-phenoxyphenethyl)piperidine